tert-butyl 3-(4-(4'-chloro-5'-oxo-5'H-spiro[cyclohexane-1,7'-indolo[1,2-a]quinazolin]-10'-yl)piperidin-1-yl)azetidine-1-carboxylate ClC=1C=2C(N=C3N(C2C=CC1)C1=CC(=CC=C1C31CCCCC1)C1CCN(CC1)C1CN(C1)C(=O)OC(C)(C)C)=O